FC(C1=C(C=CC(=C1)C(F)(F)F)C=1C=2N(C(=NN1)N[C@H]1CN(CCC1)C)N=C(C2)C)(F)F 4-[2,4-bis(trifluoromethyl)phenyl]-2-methyl-N-[(3R)-1-methylpiperidin-3-yl]pyrazolo[1,5-d][1,2,4]triazin-7-amine